COC=1C=C(C=CC1)NC(=O)NC=1SC(=NN1)C1=CC=C(C=C1)OC 1-(3-methoxyphenyl)-3-(5-(4-methoxyphenyl)-1,3,4-thiadiazol-2-yl)urea